FC1(CCN(CC1)C=1C=C(C=CC1)NC(C1=C(C=C(C=C1)NS(=O)(=O)CCO)N1CCC2(CC2)CC1)=O)F N-(3-(4,4-difluoropiperidin-1-yl)phenyl)-4-((2-hydroxyethyl)sulfonamido)-2-(6-azaspiro[2.5]octan-6-yl)benzamide